CNC=1CCNC(C1)=O 4-(methylamino)-2,3-dihydro-1H-pyridin-6-one